N-(4-(6-methoxy-7-((1-(2-methoxyethyl)piperidin-3-yl)methoxy)quinazolin-4-yl)phenyl)-2-(4-(trifluoromethyl)phenyl)acetamide COC=1C=C2C(=NC=NC2=CC1OCC1CN(CCC1)CCOC)C1=CC=C(C=C1)NC(CC1=CC=C(C=C1)C(F)(F)F)=O